N-(1-isopropylpyrrolidin-3-yl)-4-(pyrazin-2-yl)-3,4-dihydroquinoxaline-1(2H)-carboxamide C(C)(C)N1CC(CC1)NC(=O)N1CCN(C2=CC=CC=C12)C1=NC=CN=C1